(2S)-1-[3-bromo-5-(methylsulfanyl)phenoxy]phenol BrC=1C=C(OC2(CC=CC=C2)O)C=C(C1)SC